(3S)-N-[3-[2-(1,1-dioxo-1lambda6,2-thiazolidin-2-yl)-6-(morpholin-4-yl)pyridin-4-yl]-4-methylphenyl]-3-(2,2,2-trifluoroethyl)pyrrolidine-1-carboxamide O=S1(N(CCC1)C1=NC(=CC(=C1)C=1C=C(C=CC1C)NC(=O)N1C[C@@H](CC1)CC(F)(F)F)N1CCOCC1)=O